N1=CNC2=NC=CC(=C21)C=2C=NN(C2)C2=CC=C(C=N2)C(C(F)(F)F)(O)C2CCN(CC2)C(=O)C2CC2 (4-(1-(6-(4-(3H-imidazo[4,5-b]pyridin-7-yl)-1H-pyrazol-1-yl)pyridin-3-yl)-2,2,2-trifluoro-1-hydroxyethyl)piperidin-1-yl)(cyclopropyl)methanone